C[C@@H]1[C@H](C1)C1=NN=C(S1)N |o1:1,2| rel-5-((1S,2S)-2-methylcyclopropyl)-1,3,4-thiadiazol-2-amine